COC1=C(C=CC=C1)C(C)C 2-methoxycumene